COC=1C=C(C=CC1OC)C1=NC=2C(=NC(=CC2C)C2CCN(CC2)C2CC3C(CN(C3)CC(C)C)C2)N1C 2-(3,4-dimethoxyphenyl)-5-(1-(2-isobutyloctahydrocyclopenta[c]pyrrol-5-yl)piperidin-4-yl)-3,7-dimethyl-3H-imidazo[4,5-b]pyridine